(1,5-dihydroxypentan-3-yl)-5-(4-(trifluoromethyl)phenoxy)-2-naphthamide OCCC(CCO)C1=C(C=CC2=C(C=CC=C12)OC1=CC=C(C=C1)C(F)(F)F)C(=O)N